4-methyl-d3-2-chloropyridine C(C1=CC(=NC=C1)Cl)([2H])([2H])[2H]